FC1=CC=C2NC=C(C[C@H](N)C(=O)O)C2=C1 5-fluoro-L-tryptophan